1-(4-fluorophenyl)-5,6,13,14-tetrahydropyridazino[4',5':5,6]cycloocta[1,2-b]quinoxaline FC1=CC=C(C=C1)C1=NN=CC=2CCC=3C(=NC4=CC=CC=C4N3)CCC21